BrC1=CC(=C2C(CC3(CCOCC3)OC2=C1)=O)F 7-bromo-5-fluoro-2',3',5',6'-tetrahydrospiro[chromane-2,4'-pyran]-4-one